(R)-6-(5,6-dihydro-4H-pyrrolo[1,2-b]pyrazol-3-yl)-2-fluoro-N-(2-(3-(methoxymethyl)-4-(pyrimidin-2-yl)piperazin-1-yl)pyrimidin-5-yl)nicotinamide N=1N2C(=C(C1)C1=NC(=C(C(=O)NC=3C=NC(=NC3)N3C[C@@H](N(CC3)C3=NC=CC=N3)COC)C=C1)F)CCC2